OC[C@@H]1N(CCC1)C(=O)OCC1C2=CC=CC=C2C=2C=CC=CC12 (9H-fluoren-9-yl)methyl (R)-2-(hydroxymethyl)pyrrolidine-1-carboxylate